3-((11-(dimethyl(phenyl)silyl)undecyl)oxy)propyl hydrogen ((((R)-1-(6-amino-9H-purin-9-yl)propan-2-yl)oxy)methyl)phosphonate NC1=C2N=CN(C2=NC=N1)C[C@@H](C)OCP(OCCCOCCCCCCCCCCC[Si](C1=CC=CC=C1)(C)C)(O)=O